methyl 4-{6-azaspiro[2.5]octan-5-yl}-3-(3-methoxyazetidin-1-yl)benzoate C1CC12CC(NCC2)C2=C(C=C(C(=O)OC)C=C2)N2CC(C2)OC